C(C1=CC=CC=C1)(=O)O[C@@H]1[C@@H](O[C@H]([C@H]([C@@H]1OC(=S)N1C=NC=C1)OC(C1=CC=CC=C1)=O)OC)C [(2S,3R,4R,5S,6R)-5-benzoyloxy-4-(imidazole-1-carbothioyloxy)-6-methoxy-2-methyl-tetrahydropyran-3-yl] benzoate